2''-{(2R)-3-[(4-methoxyphenyl)methoxy]-2-methylpropyl}-5''-methyl-2'',3''-dihydro-dispiro[[1,3]dioxolane-2,1'-cyclohexane-4',1''-isoindole] COC1=CC=C(C=C1)COC[C@@H](CN1C2(C3=CC=C(C=C3C1)C)CCC1(CC2)OCCO1)C